1-(2-fluoro-6-(trifluoromethyl)benzyl)-5-iodo-6-methylpyrimidine FC1=C(CN2CN=CC(=C2C)I)C(=CC=C1)C(F)(F)F